C1(CCCCC1)N(C(CCN1C(=NC2=C1C=CC(=C2)C)CN2CCC(CC2)CC)=O)CC N-cyclohexyl-N-ethyl-3-{2-[(4-ethylpiperidin-1-yl)methyl]-5-methyl-1H-benzimidazol-1-yl}propanamide